4,4'-dithiodimorpholine N1(CCOCC1)SSN1CCOCC1